FC=1C=C(C#N)C=CC1COC1=NC(=CC=C1)C1=CCC(CC1)CC=O 3-fluoro-4-(((6-(4-(2-oxoethyl)cyclohex-1-en-1-yl)pyridin-2-yl)oxy)methyl)benzonitrile